COC(C(C)(C)N1CCC2(CCN(CC2)C(=O)OCCCC)CC1)=O butyl 9-(1-methoxy-2-methyl-1-oxopropan-2-yl)-3,9-diazaspiro[5.5]undecane-3-carboxylate